C(C)OC([C@@H](N(C(=O)OCC)S(=O)(=O)C1=CC=CC=C1)CCO[N+](=O)[O-])=O N-ethoxycarbonyl-O-nitrobenzenesulfonyl-L-homoserine ethyl ester